bis(diphenylphosphino)-N,N'-bis(1-phenylethyl)ethylenediamine C1(=CC=CC=C1)P(C1=CC=CC=C1)N(CCN(C(C)C1=CC=CC=C1)P(C1=CC=CC=C1)C1=CC=CC=C1)C(C)C1=CC=CC=C1